ClC1=C(C(=CC=C1)OC)S(=O)(=O)NC1=NOC2=C1CC1(C3=CC=C(C=C32)N3CC(C3)O)CC1 2-chloro-N-(8'-(3-hydroxyazetidin-1-yl)-4'H-spiro[cyclopropane-1,5'-naphtho[2,1-d]isoxazol]-3'-yl)-6-methoxybenzenesulfonamide